tert-butyl ((R)-4-(4-bromo-2-fluorophenyl)-1-((S)-1-(3-carbamoyl-4-chlorophenyl)-2-((cyclopropylcarbamoyl)oxy)ethyl)-4-neopentyl-5-oxoimidazolidin-2-ylidene)carbamate BrC1=CC(=C(C=C1)[C@]1(NC(N(C1=O)[C@H](COC(NC1CC1)=O)C1=CC(=C(C=C1)Cl)C(N)=O)=NC(OC(C)(C)C)=O)CC(C)(C)C)F